OP(O)OP(O)O.C(C)(C)(C)C1=C(C(=CC(=C1)C)C(C)(C)C)C(C(C(O)(C1=CC=CC=C1)CCCCCCCCC)(CO)CO)O 2,6-di-t-butyl-4-methylphenyl-nonylphenyl-pentaerythritol diphosphite